COC1=C(C=C(C=C1)C1(CCOCC1)COC)S(=O)(=O)NC(=O)C1=NC2=CC=CC(=C2C=C1)N1N=CC=C1 N-((2-methoxy-5-(4-(methoxymethyl)tetrahydro-2H-pyran-4-yl)phenyl)sulfonyl)-5-(1H-pyrazol-1-yl)quinoline-2-carboxamide